5-chloro-7-methyl-3-indolecarboxylic acid ClC=1C=C2C(=CNC2=C(C1)C)C(=O)O